methyl (1r,3r)-3-((3-cyano-4,5,6,7-tetrahydrobenzo[b]thiophen-2-yl)carbamoyl)cyclobutane-1-carboxylate C(#N)C=1C2=C(SC1NC(=O)C1CC(C1)C(=O)OC)CCCC2